[Br-].C[N+](CC(COC(CCCCCCC\C=C/CCCCCCCC)=O)OC(CCCCCCC\C=C/CCCCCCCC)=O)(C)C trimethyl-2,3-dioleoyloxypropyl-ammonium bromide